1-((4'-(methanesulfonyl)-[1,1'-biphenyl]-4-sulfonyl)3-piperidyl)methanone CS(=O)(=O)C1=CC=C(C=C1)C1=CC=C(C=C1)S(=O)(=O)N1CC(CCC1)C=O